(1S,3Z)-3-[(2E)-2-[(1R,3aS,7aR)-1-[(1R)-1,5-dimethylhexyl]-7a-methyl-2,3,3a,5,6,7-hexahydro-1H-inden-4-ylidene]ethylidene]-4-methylene-cyclohexanol C[C@H](CCCC(C)C)[C@H]1CC[C@H]2\C(\CCC[C@]12C)=C\C=C/1\C[C@H](CCC1=C)O